2-(quinuclidin-4-ylsulfonyl)ethan-1-ol N12CCC(CC1)(CC2)S(=O)(=O)CCO